C(=O)ON1CC(OCC1)CO 2-(hydroxymethyl)morpholin-4-yl formate